r-2-ethyl-hexanal C(C)[C@@H](C=O)CCCC